methyl 8-(aminocarbonyl)-2-naphthoate NC(=O)C=1C=CC=C2C=CC(=CC12)C(=O)OC